1-(2-Hydroxy-4-(trifluoromethyl)phenyl)-4-((1-methylpiperidin-3-yl)amino)phthalazine OC1=C(C=CC(=C1)C(F)(F)F)C1=NN=C(C2=CC=CC=C12)NC1CN(CCC1)C